CN1C(=NC(=C1)C(F)(F)F)C1=CC=C(C=C1)C1(CC1)N 1-[4-[1-methyl-4-(trifluoromethyl)imidazol-2-yl]phenyl]cyclopropanamine